N-octadecenyl-2-(3-methoxy-4-benzyloxyphenyl)-3,5,7-tribenzyloxyquinolin-4-one C(=CCCCCCCCCCCCCCCCC)N1C(=C(C(C2=C(C=C(C=C12)OCC1=CC=CC=C1)OCC1=CC=CC=C1)=O)OCC1=CC=CC=C1)C1=CC(=C(C=C1)OCC1=CC=CC=C1)OC